potassium malate salt C(C(O)CC(=O)[O-])(=O)[O-].[K+].[K+]